2-(3-cyclopropyl-1,2,4-oxadiazol-5-yl)-N-(3,5-dichloro-4-(2,6-dioxopiperidin-3-yl)benzyl)-2-methylpropanamide C1(CC1)C1=NOC(=N1)C(C(=O)NCC1=CC(=C(C(=C1)Cl)C1C(NC(CC1)=O)=O)Cl)(C)C